(R)-6-chloro-N3-(1-ethylpiperidin-3-yl)pyridazine-3,4-diamine ClC1=CC(=C(N=N1)N[C@H]1CN(CCC1)CC)N